9-β-D-Ribofuranosylhypoxanthine [C@@H]1([C@H](O)[C@H](O)[C@H](O1)CO)N1C=2N=CNC(C2N=C1)=O